1-isobutyryl-6-methyl-4-(phenylsulfonyl)piperazine-2-carboxylic acid C(C(C)C)(=O)N1C(CN(CC1C)S(=O)(=O)C1=CC=CC=C1)C(=O)O